N-(2-ethoxyethyl)-N-(pent-4-enoyl)glycine tert-butyl-(R)-3-(2-fluoro-4-(1-methyl-1H-pyrazol-4-yl)-N-(1-methyl-1H-pyrrolo[2,3-c]pyridin-7-yl)benzamido)piperidine-1-carboxylate C(C)(C)(C)[C@H]1N(CCCC1N(C(C1=C(C=C(C=C1)C=1C=NN(C1)C)F)=O)C=1N=CC=C2C1N(C=C2)C)C(=O)O.C(C)OCCN(CC(=O)O)C(CCC=C)=O